N-[2-Methyl-3-(1-methyl-1H-indazol-4-yl)phenyl]-4,5,6,7-tetrahydro[1,3]thiazolo[5,4-c]pyridin-2-carboxamid CC1=C(C=CC=C1C1=C2C=NN(C2=CC=C1)C)NC(=O)C=1SC=2CNCCC2N1